C1=CC=C(C=2OC3=C(C21)C=CC=C3)N3CN(C2=C3C=CC=C2)C2=C(C=C(C=C2C(C)C)C2=CC=C(C=C2)C2=CC=CC=C2)C(C)C (dibenzo[b,d]furan-4-yl)-3-(3,5-diisopropyl-[1,1':4',1''-terphenyl]-4-yl)-1H-benzo[d]imidazole